C(C)(C)(C)C1=CC=C(C=C1)N1NC(=CC1C1=C(C=C(C=C1)OC)OC)C=CC1=C(C=C(C=C1)OC)OC 1-(4-tert-butyl-phenyl)-3-(2,4-dimethoxystyryl)-5-(2,4-dimethoxyphenyl)-pyrazoline